tert-butyl 2-(3-(2,4-dioxotetrahydropyrimidin-1(2H)-yl)phenoxy)acetate O=C1N(CCC(N1)=O)C=1C=C(OCC(=O)OC(C)(C)C)C=CC1